rac-N-[(2S,3R)-1-(bicyclo[1.1.1]pentane-1-carbonyl)-2-{[6-(3,5-difluorophenyl)pyridin-2-yl]methyl}-4,4-difluoropyrrolidin-3-yl]methanesulfonamide C12(CC(C1)C2)C(=O)N2[C@H]([C@H](C(C2)(F)F)NS(=O)(=O)C)CC2=NC(=CC=C2)C2=CC(=CC(=C2)F)F |r|